C(C=C)(=O)N1CC2CCC(C1)C2=O 3-acryloyl-3-azabicyclo[3.2.1]octan-8-one